5-(hexahydropyrrolo[3,4-c]pyrrol-2(1H)-yl)-2-methyl-N-(1-(3-(1-methyl-1H-pyrazol-4-yl)-5-(thiophen-2-yl)phenyl)ethyl)benzamide C1N(CC2C1CNC2)C=2C=CC(=C(C(=O)NC(C)C1=CC(=CC(=C1)C=1SC=CC1)C=1C=NN(C1)C)C2)C